5-([1,1'-biphenyl]-4-yl)-4-[(tert-butoxycarbonyl)amino]-2-methyl-2-pentenoic acid C1(=CC=C(C=C1)CC(C=C(C(=O)O)C)NC(=O)OC(C)(C)C)C1=CC=CC=C1